diphenyl sulfone phosphate P(=O)(O)(O)O.C1(=CC=CC=C1)S(=O)(=O)C1=CC=CC=C1